2,4-dichlorobenzotrichloride ClC1=C(C=CC(=C1)Cl)C(Cl)(Cl)Cl